N-[(2S,3R)-2-[(3'-chloro-2,2'-difluoro[1,1'-biphenyl]-3-yl)methyl]-1-(cyclopropanecarbonyl)-4,4-difluoropyrrolidin-3-yl]ethanesulfonamide ClC=1C(=C(C=CC1)C1=C(C(=CC=C1)C[C@@H]1N(CC([C@@H]1NS(=O)(=O)CC)(F)F)C(=O)C1CC1)F)F